2-(2,2-dimethoxyethoxy)quinoline COC(COC1=NC2=CC=CC=C2C=C1)OC